ClC=1C=C(C=C(C1)Cl)C(C(F)(F)OC1=C(C(=CC=C1)CC)OC)=C 1-((2-(3,5-dichlorophenyl)-1,1-difluoroallyl)oxy)-3-ethyl-2-methoxybenzene